(R)-4-((5-(3-hydroxy-3-methyl-2-oxoindolin-1-yl)pyridin-3-yl)methyl)phthalazin-1(2H)-one O[C@]1(C(N(C2=CC=CC=C12)C=1C=C(C=NC1)CC1=NNC(C2=CC=CC=C12)=O)=O)C